ClC=1N=C(N2C1C(=NC=C2)Cl)C(C)C2=C(C(=C(C(=C2)Cl)C)I)OCC 1,8-dichloro-3-(1-(5-chloro-2-ethoxy-3-iodo-4-methylphenyl)ethyl)imidazo[1,5-a]pyrazine